FC(C(CC)(F)F)(F)OC(C)COC(C)COC(C)COC(C)COC(C)COC(C)COC(C)COC(C)COC(C(CC)(F)F)(F)F octapropylene glycol bis(1,1,2,2-tetrafluorobutyl) ether